1-seleno-β-D-glucose [SeH][C@H]1[C@H](O)[C@@H](O)[C@H](O)[C@H](O1)CO